C1(CC1)C[C@@H](C(=O)N[C@H](C(=O)OC)CN1C(CCCC1)=O)NC(=O)C=1NC2=CC=CC=C2C1 methyl (2S)-2-[[(2S)-3-cyclopropyl-2-(1H-indole-2-carbonylamino)propanoyl]amino]-3-(2-oxo-1-piperidyl)propanoate